7-(5-Methyl-thiazol-2-yl)-4-((tetrahydro-2H-pyran-4-yl)methyl)-N-((3-(trifluoromethyl)-1,2,4-oxadiazol-5-yl)methyl)phthalazin-1-amine CC1=CN=C(S1)C1=CC=C2C(=NN=C(C2=C1)NCC1=NC(=NO1)C(F)(F)F)CC1CCOCC1